C(C1=CC=CC=C1)(=O)NC=1C(=NC(=NC1)NC=1C=NN(C1)C)NC=1C=C(C=CC1F)NC(OC(C)(C)C)=O tert-butyl (3-((5-benzamido-2-((1-methyl-1H-pyrazol-4-yl)amino)pyrimidin-4-yl)amino)-4-fluorophenyl)carbamate